CN1N=C2C=CC(=CC2=C1)C1=CC=C2C(N(C=NC2=C1)C1CCNCC1)=O 7-(2-methyl-2H-indazol-5-yl)-3-(piperidin-4-yl)quinazolin-4(3H)-one